C(C)(=O)O[C@H]1[C@H](NC[C@@H]1O)CC1=CC=C(C=C1)C1=CN=CO1 (2R,3S,4S)-4-hydroxy-2-{[4-(1,3-oxazol-5-yl)phenyl]methyl}pyrrolidin-3-yl acetate